N-(5-(4-bromo-3-fluoro-1H-pyrazol-1-yl)-2-(4-methylpiperazin-1-yl)phenyl)acrylamide tin-silver-indium-bismuth [Bi].[In].[Ag].[Sn].BrC=1C(=NN(C1)C=1C=CC(=C(C1)NC(C=C)=O)N1CCN(CC1)C)F